(R)-1-[3-[4-amino-3-(4-phenoxyphenyl)-1H-pyrazolo[3,4-d]pyrimidin-1-yl]piperidin-1-yl]prop-2-en-1-one NC1=C2C(=NC=N1)N(N=C2C2=CC=C(C=C2)OC2=CC=CC=C2)[C@H]2CN(CCC2)C(C=C)=O